(2R,4R)-methyl 1-(5-chlorothien-2-ylcarbamoyl)-4-methoxypyrrolidine-2-carboxylate ClC1=CC=C(S1)NC(=O)N1[C@H](C[C@H](C1)OC)C(=O)OC